C(C(=C)C)(=O)OCC 2-methacryloyloxy-ethane